(racemic)-trans-3-amino-1-((N,N'-bis(tert-butoxycarbonyl)carbamimidoyl)carbamoyl)-4-(3-(4,4,5,5-tetramethyl-1,3,2-dioxaborolan-2-yl)propyl)pyrrolidine-3-carboxylic acid N[C@@]1(CN(C[C@H]1CCCB1OC(C(O1)(C)C)(C)C)C(NC(NC(=O)OC(C)(C)C)=NC(=O)OC(C)(C)C)=O)C(=O)O |r|